C(C)(C)(C)OC(N(C=1C(=NC=CC1)NC1=NC(=NS1)C1=NC=CC(=C1)C)C)=O tert-butyl-methyl-(2-((3-(4-methylpyridin-2-yl)-1,2,4-thiadiazol-5-yl)amino)pyridin-3-yl)carbamate